OCC(NC)(CO)CO tris-(hydroxymethyl)methylaminomethane